C(#N)CCO[C@@]([C@@H](CO)CCCCN)(O)PN(C(C)C)C(C)C (R)-cyanoethoxydiisopropylaminophosphino-(R)-2-(4-aminobutyl)-1,3-propanediol